CC(C)(CCC[C@@H](C)[C@H]1CC[C@H]2[C@@H]3CC=C4C[C@H](CC[C@]4(C)[C@H]3CC[C@]12C)O)O cholest-5(6)-ene-3β,25-diol